C(=O)C(C(=O)O)N(C)C(N)=N formylcreatine